(2-ethoxyphenoxy)-3-((3-methoxy-4-(2-(4-methylpiperidin-1-yl)ethoxy)benzyl)(methyl)amino)propan-2-ol C(C)OC1=C(OCC(CN(C)CC2=CC(=C(C=C2)OCCN2CCC(CC2)C)OC)O)C=CC=C1